C(C)(C)(C)N1N=CC2=CC=C(C=C12)C(=O)NC(C(=O)O)CCCCCCCC1=NC=2NCCCC2C=C1 2-(1-(tert-butyl)-1H-indazole-6-carboxamido)-9-(5,6,7,8-tetrahydro-1,8-naphthyridin-2-yl)nonanoic acid